BrC1=CSC=2C1=C(C=1C=NN(C1C2)COCC[Si](C)(C)C)O 5-bromo-1-((2-(trimethylsilyl)ethoxy)methyl)-1H-thieno[3,2-f]indazol-4-ol